O=C1NC(CC[C@@H]1NC1=CC(=C(C=C1)[C@H]1[C@@H](CN(CC1)C(=O)OC(C)(C)C)OC)F)=O tert-butyl (3S,4S)-4-[4-[[(3S)-2,6-dioxo-3-piperidyl]amino]-2-fluoro-phenyl]-3-methoxy-piperidine-1-carboxylate